CN1C(N(C(C2=C1N=C(C=C2NCC(=O)NC2=CC=C(C=C2)C)N2CCOCC2)=O)C)=O 2-[(1,3-dimethyl-7-morpholinyl-2,4-dioxo-1,2,3,4-tetrahydropyrido[2,3-d]pyrimidin-5-yl)amino]-N-(p-tolyl)acetamide